The molecule is an (omega-1)-hydroxy fatty acid that is valeric acid in which the 4-pro-R hydrogen is replaced by a hydroxy group. It is an (omega-1)-hydroxy fatty acid, a short-chain fatty acid and a 4-hydroxy monocarboxylic acid. It derives from a valeric acid. C[C@H](CCC(=O)O)O